4-[(7R,8aS)-7-(2,3-dichloro-6-hydroxyphenyl)-4-oxo-hexahydropyrrolo[1,2-a]pyrazin-2-yl]pyrrolidin-2-one ClC1=C(C(=CC=C1Cl)O)[C@H]1C[C@@H]2N(C(CN(C2)C2CC(NC2)=O)=O)C1